C(C)(C)(C)C=1N(C=CN1)CC1=C(C=C(C=C1)C1=C(SC(=C1)CC(C)C)S(=O)(=O)N)F 3-(4-((2-tert-butylimidazol-1-yl)methyl)-3-fluorophenyl)-5-isobutylthiophene-2-sulfonamide